4-(quinolin-3-yl)-3,6-dihydro-2H-pyridine-1-carboxylic acid tert-butyl ester C(C)(C)(C)OC(=O)N1CCC(=CC1)C=1C=NC2=CC=CC=C2C1